N1(N=NN=C1)C[C@H](C)OC=1C=C(C=CC1Cl)C=1C=NC(=NC1)NC=1C(=NN(C1)C1CCC(CC1)N1[C@H]2COC[C@@H]1CC2)O 4-((5-(3-(((S)-1-(1H-tetrazol-1-yl)propan-2-yl)oxy)-4-chlorophenyl)pyrimidin-2-yl)amino)-1-((1r,4r)-4-((1R,5S)-3-oxa-8-azabicyclo[3.2.1]octan-8-yl)cyclohexyl)-1H-pyrazol-3-ol